2-(2,6-dichlorophenyl)-5-((4-((3-methoxypropyl)carbamoyl)phenyl)amino)-2H-1,2,3-triazole-4-carboxamide ClC1=C(C(=CC=C1)Cl)N1N=C(C(=N1)C(=O)N)NC1=CC=C(C=C1)C(NCCCOC)=O